methyl 3-{[3-(cyclobutylcarbamoyl)-8-{[(4-methoxyphenyl)methyl](methyl)amino}imidazo[1,2-b]pyridazin-6-yl]amino}-2-oxo-[1,2'-bipyridine]-5'-carboxylate C1(CCC1)NC(=O)C1=CN=C2N1N=C(C=C2N(C)CC2=CC=C(C=C2)OC)NC=2C(N(C=CC2)C2=NC=C(C=C2)C(=O)OC)=O